(Z)-5-(4-Methylpyridin-3-yl)-3-(1-((4-morpholinophenyl)amino)ethylidene)-1H-pyrrolo[2,3-c]pyridin-2(3H)-one CC1=C(C=NC=C1)C=1C=C/2C(=CN1)NC(\C2=C(\C)/NC2=CC=C(C=C2)N2CCOCC2)=O